C(=O)(O)C1=CC=C(C=C1)N[C@@H](C)C(=O)O p-carboxyphenyl-alanine